(S)-2-(2-bromophenyl)-4-benzyl-4,5-dihydrooxazole BrC1=C(C=CC=C1)C=1OC[C@@H](N1)CC1=CC=CC=C1